C1(CCC1)N(CCC1=CNC2=C(C=C(C=C12)O)F)C 3-(2-(cyclobutyl(methyl)amino)ethyl)-7-fluoro-1H-indol-5-ol